6-(4-fluorophenyl)-2,3,4,5-tetrahydropyridine FC1=CC=C(C=C1)C=1CCCCN1